benzyl (2S)-2-amino-3-methyl-butanoate hydrogen chloride Cl.N[C@H](C(=O)OCC1=CC=CC=C1)C(C)C